C1(=CC=C(C=C1)CC1COC2=CC=CC=C2C1O)C1=CC=CC=C1 3-biphenyl-4-ylmethyl-4-hydroxy-chroman